2-(4-Methoxyphenoxy)-2-methylpropanoic acid COC1=CC=C(OC(C(=O)O)(C)C)C=C1